4-Amino-3-[6-(2-hydroxyphenyl)pyridin-3-ylazo]naphthalin NC1=C(C=CC2=CC=CC=C12)N=NC=1C=NC(=CC1)C1=C(C=CC=C1)O